3,4-dichloro-2-((S)-3-((S)-tetrahydro-2H-pyran-3-yl)-6,7-dihydro-5H-pyrrolo[2,1-c][1,2,4]triazol-6-yl)phenol ClC=1C(=C(C=CC1Cl)O)[C@@H]1CC2=NN=C(N2C1)[C@H]1COCCC1